C(C(=C)C)(=O)OCCCCBr 4-BromoButyl methacrylate